tert-Butyl-4-(2-(2,6-dioxopiperidin-3-yl)-1,3-dioxoisoindolin-5-yl)-4-hydroxypiperidine-1-carboxylate C(C)(C)(C)OC(=O)N1CCC(CC1)(O)C=1C=C2C(N(C(C2=CC1)=O)C1C(NC(CC1)=O)=O)=O